CC1(CCC2=C(NC1=O)N=CC(=C2)\C=C\C(=O)N(CC2=C(OC1=C2C=CC=C1)C)C)NC(OC(C)(C)C)=O tert-butyl N-[7-methyl-3-[(E)-3-[methyl-[(2-methylbenzofuran-3-yl)methyl]amino]-3-oxo-prop-1-enyl]-8-oxo-6,9-dihydro-5H-pyrido[2,3-b]azepin-7-yl]carbamate